Dysprosium-Terbium-Cobalt [Co].[Tb].[Dy]